Cl.NC1=CC(=NC=C1OCCF)NC(C)=O N-(4-amino-5-(2-fluoroethoxy)pyridin-2-yl)acetamide hydrochloride